N-benzylhydroxylamine HCl salt Cl.C(C1=CC=CC=C1)NO